O1CCN(CC1)CC=1C=C(C=C(C1)OC(F)(F)F)NC(OC1=CC=CC=C1)=O Phenyl (3-(morpholinomethyl)-5-(trifluoromethoxy)phenyl)carbamate